IC1CCC=2C(NC1=O)=CN(N2)C 6-iodo-2-methyl-7,8-dihydropyrazolo[4,3-b]azepin-5(2H,4H,6H)-one